2-chloro-3,4-dimethylphenyl (3S)-4-[N2,N6-bis(1-methylethyl)-D-lysyl]-3-[(thiophen-2-ylmethyl)carbamoyl]piperazine-1-carboxylate CC(C)N[C@H](CCCCNC(C)C)C(=O)N1[C@@H](CN(CC1)C(=O)OC1=C(C(=C(C=C1)C)C)Cl)C(NCC=1SC=CC1)=O